C(C)OC(=O)C=1N(C=CC1)NC(=S)NC(C1=CC=CC=C1)=O 1-(3-benzoylthioureido)-1H-pyrrole-2-carboxylic acid ethyl ester